C(=O)(NC)NC dimethylurea